NC1=NN2C(C=CC(=C2)C=2C=C(C(=NC2)C)NC(=O)N2OCC[C@H]2C2=CC(=CC(=C2)F)Cl)=N1 (S)-N-(5-(2-amino-[1,2,4]triazolo[1,5-a]pyridin-6-yl)-2-methylpyridin-3-yl)-3-(3-chloro-5-fluorophenyl)isoxazolidine-2-carboxamide